OC1=CC(=CC=2N(C(=NC21)C)S(=O)(=O)C)C(=O)N(C)C 4-hydroxy-N,N,2-trimethyl-1-(methanesulfonyl)-1H-benzimidazole-6-carboxamide